C1=CC=C2C(=C1)C(=CN2)C[C@@H](C(=O)O)NC(=O)[C@H](CCC(=O)N)NC(=O)[C@H](CCC(=O)O)NC(=O)[C@H](CCC(=O)O)N The molecule is a pentapeptide composed of two L-glutamic acid units, L-glutamine and L-tryptophan joined in sequence by peptide linkages. It has a role as a metabolite. It derives from a L-glutamic acid and a L-tryptophan.